C1C=CC2=CC=C(C=C12)B(O)O 6-indenylboronic acid